C(=O)=C(C(=O)[O-])C(CO)(C)C 2-carbonyl-3,3-dimethyl-4-hydroxybutyrate